C(C)(C)(C)OC(=O)NC(SC)=NC([C@H](C)NC(OC(C)(C)C)=O)=O tert-butyl N-[(1S)-2-[[(tert-butoxycarbonylamino)-methylsulfanyl-methylene]amino]-1-methyl-2-oxo-ethyl]carbamate